C1=2C=CC=CC2C(C1)NC1=NC=NC2=CC=C(C=C12)C=1C=C(C(=NC1)Cl)NS(=O)(=O)C N-(5-(4-(bicyclo[4.2.0]octa-1(6),2,4-trien-7-ylamino)quinazolin-6-yl)-2-chloropyridin-3-yl)methanesulfonamide